C(#N)N1[C@H]2[C@@H](C[C@@H]1CC2)NC(=O)C2CN(CC2)C2=CC(=CC(=C2)Cl)Cl N-((1R,2R,4S)-7-cyano-7-azabicyclo[2.2.1]heptan-2-yl)-1-(3,5-dichlorophenyl)-3-pyrrolidinecarboxamide